pyridofuran O1C=CC2=C1C=CC=N2